N-(1-(4-(2-(2-Aminopyridin-3-yl)-3H-imidazo[4,5-b]pyridin-3-yl)benzyl)piperidin-4-yl)-4-cyanopicolinamide NC1=NC=CC=C1C1=NC=2C(=NC=CC2)N1C1=CC=C(CN2CCC(CC2)NC(C2=NC=CC(=C2)C#N)=O)C=C1